3-amino-N-[(3R)-7-[(3R)-3-(methoxymethyl)piperazin-1-yl]-3,4-dihydro-2H-1-benzopyran-3-yl]-6-methylthieno[2,3-b]pyridine-2-carboxamide NC1=C(SC2=NC(=CC=C21)C)C(=O)N[C@H]2COC1=C(C2)C=CC(=C1)N1C[C@@H](NCC1)COC